O=C1C=C(OC2=CC=CC=C12)C(=O)NCC1OCCCC1 4-oxo-N-(tetrahydropyran-2-ylmethyl)chromene-2-carboxamide